COC(C1=C(C=C(C(=C1)Br)OCC(OC)OC)C)=O 5-bromo-4-(2,2-dimethoxyethoxy)-2-methylbenzoic acid methyl ester